C(CC)C1N(CCC1)CCOCCOC Propyl-methoxyethoxyethyl-pyrrolidine